FC1=C(C(=CC(=C1)C1=NC(=CC=C1)SCCC)F)C(CCCC(=O)O)C 5-[2,6-difluoro-4-(6-propylsulfanyl-2-pyridyl)phenyl]hexanoic acid